tert-Butyl N-[(1R)-1-[2-(1-isopropyl-6-oxo-3-pyridyl)-3,6-dimethyl-4-oxo-chromen-8-yl]ethyl]carbamate C(C)(C)N1C=C(C=CC1=O)C=1OC2=C(C=C(C=C2C(C1C)=O)C)[C@@H](C)NC(OC(C)(C)C)=O